(S)-3-(3-(4-hydroxy-1-methyl-2-oxo-1,2-dihydropyridin-3-yl)ureido)-3-(3-(4-(trifluoromethyl)benzyl)phenyl)propanoic acid OC1=C(C(N(C=C1)C)=O)NC(N[C@@H](CC(=O)O)C1=CC(=CC=C1)CC1=CC=C(C=C1)C(F)(F)F)=O